NC1C(C=C(C=2C(C3=CC=CC=C3C(C12)=O)=O)NC1=CC2=CC3=CC=CC=C3C=C2C=C1)S(=O)(=O)[O-] 1-amino-4-[2-anthrylamino]-9,10-dioxo-dihydroanthracene-2-sulfonate